2-(1-(4-bromo-2-(2-fluorobenzoyl)phenyl)-4-carboxy-1H-imidazol-5-yl)propan-2-aminium chloride [Cl-].BrC1=CC(=C(C=C1)N1C=NC(=C1C(C)(C)[NH3+])C(=O)O)C(C1=C(C=CC=C1)F)=O